CC(C)([Si](OC(CCO[Si](C(C)(C)C)(C)C)CCCCCCCCC)(C1=CC=CC=C1)C1=CC=CC=C1)C 2,2,9,9,10,10-hexamethyl-5-nonyl-3,3-diphenyl-4,8-dioxa-3,9-disilaundecane